4-Tert-butyl-N-[4-[(E)-3-(4-hydroxyphenyl)prop-2-enoyl]phenyl]benzenesulfonamide C(C)(C)(C)C1=CC=C(C=C1)S(=O)(=O)NC1=CC=C(C=C1)C(\C=C\C1=CC=C(C=C1)O)=O